tert-Butyl 3-[3-(2-oxoindolin-5-yl)-5-(trifluoromethyl)imidazo[4,5-b]pyridin-2-yl]azetidine-1-carboxylate O=C1NC2=CC=C(C=C2C1)N1C(=NC=2C1=NC(=CC2)C(F)(F)F)C2CN(C2)C(=O)OC(C)(C)C